(5e,8e)-5-(2-hydroxyethylidene)-9,13-dimethyltetradec-8,12-dien-2-one OC\C=C(\CCC(C)=O)/CC\C=C(\CCC=C(C)C)/C